OC1CC(C(CC1)C1=CC(=CC=C1)CN1[C@H](CCC1)C(=O)N[C@@H](C)C1=CC=C(C(=O)O)C=C1)C 4-((1S)-1-((2R)-1-((4'-hydroxy-2'-methyl-1',2',3',4',5',6'-hexahydro-[1,1'-biphenyl]-3-yl)methyl)pyrrolidine-2-carboxamido)ethyl)benzoic acid